tert-butyl 5-((S)-2-((S)-2-((((9H-fluoren-9-yl)methoxy) carbonyl)amino)propanamido)propanamido)-2-(hydroxymethyl)benzyl(methyl)carbamate C1=CC=CC=2C3=CC=CC=C3C(C12)COC(=O)N[C@H](C(=O)N[C@H](C(=O)NC=1C=CC(=C(CN(C(OC(C)(C)C)=O)C)C1)CO)C)C